2-aminopentane-1,2,3,4-tetrol NC(CO)(C(C(C)O)O)O